2-(Dimethylamino)-1-(4-(4-morpholinyl)phenyl)-2-(phenylethyl)-1-butanone CN(C(C(=O)C1=CC=C(C=C1)N1CCOCC1)(CC)CCC1=CC=CC=C1)C